CN1N=NN=C1NC(C1=C(N=C(C=C1)NC)C(F)(F)F)=O N-(1-methyl-1H-tetrazol-5-yl)-6-(methylamino)-2-(trifluoromethyl)nicotinamide